1-[(6-allyl-ergoline-8β-yl)formyl]-1-[3-(dimethylamino)propyl]-3-ethylurea C(C=C)N1C[C@@H](C[C@@H]2C=3C=CC=C4NC=C(C[C@@H]12)C34)C(=O)N(C(=O)NCC)CCCN(C)C